C(C)(=O)N1C=CC=C1OC 1-acetyl-5-methoxy-1H-pyrrole